4-(2-(4-methylpiperazin-1-yl)pyrimidin-5-yl)aniline CN1CCN(CC1)C1=NC=C(C=N1)C1=CC=C(N)C=C1